N[C@@H](C(=O)N[C@H](C)CC1=CC=CC=C1)CC1=CC=CC=C1 (2R)-2-[(2R)-2-amino-3-phenylpropionylamino]-3-phenylpropane